4'-chloro-3-fluorobiphenyl ClC1=CC=C(C=C1)C1=CC(=CC=C1)F